(1r,4R)-4-(3-chloroanilino)-5'-fluoro-2'-[(2R)-2-methyl-3-{[(5R)-5-methyl-5,6,7,8-tetrahydroquinolin-4-yl]oxy}propyl]spiro[cyclohexane-1,1'-indene]-4-carboxylic acid ClC=1C=C(NC2(CCC3(C(=CC4=CC(=CC=C34)F)C[C@H](COC3=CC=NC=4CCC[C@H](C34)C)C)CC2)C(=O)O)C=CC1